2-Methoxy-6-methyl-3-nitropyridine COC1=NC(=CC=C1[N+](=O)[O-])C